N1C=NC=C1C1CCN(CC1)C(=O)C1=NN(C(C2=CC=CC=C12)=O)C(C)C 4-[[4-(1H-imidazol-5-yl)-1-piperidinyl]carbonyl]-2-(1-methylethyl)-1(2H)-phthalazinone